galactono-1,4-lactone C1([C@H](O)[C@@H](O)[C@H]([C@H](O)CO)O1)=O